(S)-(3-(5-(2,5-difluorobenzyl)-1H-pyrazolo[3,4-b]pyridin-3-yl)phenyl)(3-hydroxypiperidin-1-yl)methanone FC1=C(CC=2C=C3C(=NC2)NN=C3C=3C=C(C=CC3)C(=O)N3C[C@H](CCC3)O)C=C(C=C1)F